acetic acid 2-formyl-4-(iodomethyl)-6-methylphenyl ester C(=O)C1=C(C(=CC(=C1)CI)C)OC(C)=O